6-(8-chloro-2-hydroxyquinolin-6-yl)-5-methyl-4,5-dihydropyridazin-3(2H)-one ClC=1C=C(C=C2C=CC(=NC12)O)C=1C(CC(NN1)=O)C